CP(=O)(C)N1C=CC2=C(C=CC=C12)OC=1C(=C(N(C(C1)=O)C)NC1=C(C=C(C=C1)I)F)C(=O)N ((1-(dimethylphosphoryl)indol-4-yl)oxy)-2-((2-fluoro-4-iodophenyl)amino)-1-methyl-6-oxo-1,6-dihydropyridine-3-carboxamide